2-fluoro-4,6-dimethylaniline FC1=C(N)C(=CC(=C1)C)C